3-[(S)-(3-Cyano-phenyl)-hydroxy-(4-isopropyl-phenyl)-methyl]-3-methyl-azetidine-1-carboxylic acid tert-butyl ester C(C)(C)(C)OC(=O)N1CC(C1)(C)[C@@](C1=CC=C(C=C1)C(C)C)(O)C1=CC(=CC=C1)C#N